6-[2-(4-fluorophenyl)pyrrolidin-1-yl]-3-iodo-imidazo[1,2-a]pyridine FC1=CC=C(C=C1)C1N(CCC1)C=1C=CC=2N(C1)C(=CN2)I